C(C)(C)(C)OC(=O)NCCNC(CC(CC)NC)=O (2-((2-((tert-butoxycarbonyl)amino)ethyl)amino)-2-oxoethyl)-N-methylpropan-1-amine